(2S)-3-chloropropane-1,2-diol ClC[C@H](CO)O